C1(=CC=CC=C1)P(C1=CC=C2C=CC3=CC=CC4=CC=C1C2=C34)C3=CC=CC=C3 Diphenyl-1-pyrenylphosphin